7-(3-Methoxybenzenesulfonyl)-N-(4-((3aR,6aS)-5-methylhexahydropyrrolo[3,4-c]pyrrol-2(1H)-yl)phenyl)-2-amino-7H-pyrrolo[2,3-d]pyrimidine COC=1C=C(C=CC1)S(=O)(=O)N1C=CC2=C1N(C(N=C2)N)C2=CC=C(C=C2)N2C[C@@H]1CN(C[C@@H]1C2)C